(±)-4-(2-Oxo-2,3-dihydro-benzoimidazol-1-yl)-piperidine-1-carboxylic acid [2-[1,4']bipiperidinyl-1'-yl-1-(1H-indazol-5-ylmethyl)-2-oxo-ethyl]-amide N1(CCCCC1)C1CCN(CC1)C([C@@H](CC=1C=C2C=NNC2=CC1)NC(=O)N1CCC(CC1)N1C(NC2=C1C=CC=C2)=O)=O |r|